COC([C@H](CC1=CC=C(C=C1)N1C(N(C2=C1C(=CC=C2)Cl)C2CCOCC2)=O)N)=O (S)-2-amino-3-(4-(7-chloro-2-oxo-3-(tetrahydro-2H-pyran-4-yl)-2,3-dihydro-1H-benzo[d]imidazol-1-yl)phenyl)propanoic acid methyl ester